OC=1C(=NC=C(C1)C1=CC=CC2=CC=CC=C12)C(=O)NCC(C(=O)O)(C)C 3-(3-Hydroxy-5-(naphthalen-1-yl)pyridinecarboxamido)-2,2-dimethylpropionic acid